9E-pentadecadienal C(C=CC=CCCCCCCCCCC)=O